di(ethyl)methyl-(n-butoxy)silane C(C)[Si](OCCCC)(C)CC